ClC=1C=CC(=C(C1)C1=CC(=C(N1C)C)C(=O)OCC)C(=O)N1CC2=CC=CC=C2C[C@H]1CN1CCOCC1 Ethyl (S)-5-(5-chloro-2-(3-(morpholinomethyl)-1,2,3,4-tetrahydroisoquinoline-2-carbonyl)phenyl)-1,2-dimethyl-1H-pyrrole-3-carboxylate